Br.O=C1N(C2=CC=C(C=C2C1=O)C(F)(F)F)CC1=CC=C(C[Se]C(N)=N)C=C1 2-[4-(2,3-Dioxo-5-trifluoromethyl-2,3-dihydroindol-1-ylmethyl)benzyl]isoselenourea hydrobromide